C1(=CC=CC=2SC3=C(C21)C=CC=C3)C=3C(=C2C(=CC3)N=C3C=CC1=C4C=CC=CC4=NC1=C32)C3=NN=NC(=C3C3=CC=CC=C3)C3=CC=CC=C3 dibenzothiophenyl-(diphenyltriazineyl)indolocarbazole